(3-chloro-2-methylphenyl)-boronic acid ClC=1C(=C(C=CC1)B(O)O)C